C(C)(C)(C)OC(=O)N1CCC(CC1)C1(OC2=C(O1)C(=CC(=C2C)C(=O)O)C=2C=NC(=CC2)N2C[C@@H](O[C@@H](C2)C)C)C 2-(1-(tert-butoxycarbonyl)piperidin-4-yl)-7-(6-((2S,6R)-2,6-dimethylmorpholino)pyridin-3-yl)-2,4-dimethylbenzo[d][1,3]dioxole-5-carboxylic acid